COC1=C(C=CC=C1C1=CC(=NO1)N1CCN(CC1)S(=O)(=O)C)C1=CC=C(C=C1)NC(C)=O N-(2'-methoxy-3'-(3-(4-(methylsulfonyl)piperazin-1-yl)isoxazol-5-yl)-[1,1'-biphenyl]-4-yl)acetamide